[N+](=O)([O-])C1=CC=C(C=C1)OP(=O)(OC1=CC=C(C=C1)[N+](=O)[O-])[O-] Bis(4-nitrophenyl)phosphate